6'-fluoro-N-((5-methyl-1H-pyrazol-3-yl)methyl)-4'-oxo-3',4'-dihydro-1'H-spiro[piperidine-4,2'-quinoline]-1-carboxamide FC=1C=C2C(CC3(NC2=CC1)CCN(CC3)C(=O)NCC3=NNC(=C3)C)=O